(3R)-3-(tert-butoxycarbonylamino)-5-[(4-chlorophenyl)methyl]-4-oxo-2,3-dihydropyrido[3,2-b][1,4]thiazepine-7-carboxylic acid C(C)(C)(C)OC(=O)N[C@@H]1C(N(C2=C(SC1)C=CC(=N2)C(=O)O)CC2=CC=C(C=C2)Cl)=O